5-(4-((6-(3-ethylureido)pyridin-3-yl)methyl)piperazin-1-yl)-N-methylpicolinamide C(C)NC(NC1=CC=C(C=N1)CN1CCN(CC1)C=1C=CC(=NC1)C(=O)NC)=O